2,2'-bis(2-hydroxyethoxy)-1,1'-Binaphthyl OCCOC1=C(C2=CC=CC=C2C=C1)C1=C(C=CC2=CC=CC=C12)OCCO